O1P(C=CC=C1)=O oxaphosphorin oxide